BrC=1SC=C(N1)/C=C/C(=O)OC Methyl (E)-3-(2-bromothiazol-4-yl)acrylate